C1(CCCCCCC1)C(C(=O)NC1=CC=C(C=C1)C1(CCOCC1)C(=O)N(C)C)NC(=O)C=1C(=NOC1)C 4-(4-{2-Cyclooctyl-2-[(3-methylisoxazol-4-yl)formamido]-acetamido}phenyl)-N,N-dimethyl-tetrahydropyran-4-carboxamide